S1C=NC2=C1C=CC(=C2)NC(=O)[C@H]2C[C@@H](N(CC2)S(=O)(=O)C=2C=CC1=C(CCO1)C2)C trans-N-(benzo[d]thiazol-5-yl)-1-((2,3-dihydrobenzofuran-5-yl)sulfonyl)-2-methylpiperidine-4-carboxamide